C(#N)C[C@H]1CN(CCN1)C(=O)OC(C)(C)C Tert-butyl (S)-3-(cyanomethyl)piperazine-1-carboxylate